C12(CC3CC(CC(C1)C3)C2)C(=O)O (3s,5s)-adamantane-1-carboxylic acid